2,3,5-tris(trifluoromethyl)-1,4-phenylenediamine FC(C1=C(C=C(C(=C1C(F)(F)F)N)C(F)(F)F)N)(F)F